1-(4-(3,4-dichlorophenyl)-5-(isopropylthio)thiazol-2-yl)-4-(2-(2-methoxyethoxy)-6-methylpyridin-4-yl)-3-methyl-1H-pyrazole-5-carboxylic acid ClC=1C=C(C=CC1Cl)C=1N=C(SC1SC(C)C)N1N=C(C(=C1C(=O)O)C1=CC(=NC(=C1)C)OCCOC)C